6-benzyloxy-12,12-dimethyl-17-nitro-6,15-bis(trifluoromethyl)-8,19-dioxa-3,4,13,18-tetraazatricyclo[12.3.1.12,5]nonadeca-1(18),2,4,14,16-pentaene C(C1=CC=CC=C1)OC1(C2=NN=C(C=3C(=CC(=C(NC(CCCOC1)(C)C)N3)C(F)(F)F)[N+](=O)[O-])O2)C(F)(F)F